CC(CN[C@@H](CC(C)C)C(=O)O)C 2-methylpropan-1-yl-(leucine)